3-chloro-2-iodobenzene ClC=1C(=CC=CC1)I